[Ca].O1C=CC2=CC=CC=C12 coumarone-calcium salt